O([C@H]1[C@H](O)[C@@H](O)[C@H](O)[C@H](O1)CO)C1=CC=C(C=C1)[N+](=O)[O-] 4-nitrophenyl Beta-D-glucopyranoside